C[C@H](CCO)CCC (S)-3-methyl-1-hexanol